CC=1C=C(C=C(C1)C)N1CCCC1 1-(3,5-dimethylphenyl)pyrrolidine